C(C1=CC=CC=C1)(=O)OCCOCCOCCOCC(CCCC)CC 2-(2-(2-(2-ethylhexyloxy)ethoxy)ethoxy)ethyl benzoate